ClC=1C=CC(=C(C1)N1CC(N(CC1=O)[C@H](C(=O)NC1=CC2=CN(N=C2C=C1)C)CC1=NN(C=C1)C)=O)N1N=NC(=C1)Cl (S)-2-(4-(5-chloro-2-(4-chloro-1H-1,2,3-triazole-1-yl)phenyl)-2,5-dioxopiperazin-1-yl)-3-(1-methyl-1H-pyrazole-3-yl)-N-(2-methyl-2H-indazol-5-yl)propionamide